(4aS,8aR)-4-[6-chloro-4-(difluoromethyl)pyridazin-3-yl]-6-methyl-3,4a,5,7,8,8a-hexahydro-2H-pyrido[4,3-b][1,4]oxazine ClC1=CC(=C(N=N1)N1[C@@H]2[C@H](OCC1)CCN(C2)C)C(F)F